rac-N-[(3S,4R)-4-({[(1s,4S)-4-(cyclobutyloxy)cyclohexyl]oxy}methyl)-7-methyl-6-oxo-1,3,4,6-tetrahydro-2H-quinolizin-3-yl]methanesulfonamide C1(CCC1)OC1CCC(CC1)OC[C@H]1[C@H](CCC2=CC=C(C(N12)=O)C)NS(=O)(=O)C |r|